O1CCOC12CC=C(CC2)C2=CC=C(C=C2)B2OC(C(O2)(C)C)(C)C 2-(4-(1,4-dioxaspiro[4.5]dec-7-en-8-yl)phenyl)-4,4,5,5-tetramethyl-1,3,2-dioxaborolan